S1C=CC2=C1C(=CC=C2)S(=O)(=O)C2=CC=C(C=C2)CN2C=C1C(C=C2)=CCO1 N-{[4-(1-benzothiophene-7-sulfonyl)phenyl]methyl}furo[2,3-c]pyridine